N,N-dimethylbutylammonium chloride [Cl-].C[NH+](C)CCCC